N-(3',4'-dimethoxy-2-(2H-tetrazol-5-yl)-[1,1'-biphenyl]-4-yl)-4-(trifluoromethyl)piperidine-1-carboxamide COC=1C=C(C=CC1OC)C1=C(C=C(C=C1)NC(=O)N1CCC(CC1)C(F)(F)F)C=1N=NNN1